2-bromo-5-chloro-4-fluoro-phenol BrC1=C(C=C(C(=C1)F)Cl)O